2-(5-(methoxy-d3)-1H-indol-3-yl)-N,N-bis(methyl-d3)ethan-1-amine-2,2-d2 C(OC=1C=C2C(=CNC2=CC1)C(CN(C([2H])([2H])[2H])C([2H])([2H])[2H])([2H])[2H])([2H])([2H])[2H]